NC=1C(NC(N(N1)C1=CC(=C(C(=C1)Cl)OC1=NNC(C(=C1)C(C([2H])([2H])[2H])(C([2H])([2H])[2H])[2H])=O)Cl)=O)=O 6-amino-2-(3,5-dichloro-4-((6-oxo-5-(propan-2-yl-d7)-1,6-dihydropyridazin-3-yl)oxy)phenyl)-1,2,4-triazine-3,5(2H,4H)-dione